methyl (1S,3S)-3-((2-cyclopropyl-6-(5-(((((R)-1-cyclopropylethyl)(methyl)carbamoyl)oxy)methyl)-1-methyl-1H-1,2,3-triazol-4-yl)pyridin-3-yl)oxy)cyclohexane-1-carboxylate C1(CC1)C1=NC(=CC=C1O[C@@H]1C[C@H](CCC1)C(=O)OC)C=1N=NN(C1COC(N(C)[C@H](C)C1CC1)=O)C